7,8-dichloro-4-(1H-pyrazol-4-yl)quinolin-2(1H)-one ClC1=CC=C2C(=CC(NC2=C1Cl)=O)C=1C=NNC1